monomethyltin tris(2-ethylhexyl thioglycolate) C(C)C(CC(C(=O)[O-])S)CCCC.C(C)C(CC(C(=O)[O-])S)CCCC.C(C)C(CC(C(=O)[O-])S)CCCC.C[Sn+3]